FC(C=1C=C(C=C(C1)C(F)(F)F)C1OC1)(F)F [3,5-Bis(trifluoromethyl)phenyl]oxirane